C(#N)C1=CC(=CC2=C1N(C(=N2)C=2N(C1=CC=CC=C1C2)CC)C)C(=O)N2C[C@@H](CCC2)NC(OC(C)(C)C)=O (R)-tert-Butyl (1-(7-cyano-2-(1-ethyl-1H-indol-2-yl)-1-methyl-1H-benzo[d]imidazole-5-carbonyl)piperidin-3-yl)carbamate